5-(benzo[b]thiophen-2-yl)-7-methyl-7H-pyrrolo[2,3-d]pyrimidin-4-amine S1C2=C(C=C1C1=CN(C=3N=CN=C(C31)N)C)C=CC=C2